2-(4-tert-Butyl-1H-imidazol-1-yl)-3-fluoro-5-[({1-[2-fluoro-4-(trifluoromethyl)phenyl]cyclopropyl}carbonyl)amino]benzoic acid C(C)(C)(C)C=1N=CN(C1)C1=C(C(=O)O)C=C(C=C1F)NC(=O)C1(CC1)C1=C(C=C(C=C1)C(F)(F)F)F